methyl 4-amino-1-(6-methylpyridin-3-yl)-2-oxo-7-methyl-1,2-dihydroquinoline-3-carboxylate NC1=C(C(N(C2=CC(=CC=C12)C)C=1C=NC(=CC1)C)=O)C(=O)OC